ClC=1N=CC2=C(N(CC(CN2C)C(C)O)C2CCCC2)N1 2-chloro-9-cyclopentyl-7-(1-hydroxyethyl)-5-methyl-5,7,8,9-tetrahydro-6H-pyrimido[4,5-b][1,4]diazepine